3-(2-hydroxyethyl)-11,11-dimethyl-13-(13-methylpentadecyl)-10,12,14-trioxa-3-aza-11-silatriacontan-1-ol OCCN(CCO)CCCCCCO[Si](OC(OCCCCCCCCCCCCCCCC)CCCCCCCCCCCCC(CC)C)(C)C